C(#C)C1=C(C=C(C(=O)OC)C=C1)OC(C)C Methyl 4-ethynyl-3-isopropoxybenzoate